N-((2-fluoro-5-methoxybenzyl)oxy)-6-(4-isopropoxyphenyl)pyrazine-2-carboxamide FC1=C(CONC(=O)C2=NC(=CN=C2)C2=CC=C(C=C2)OC(C)C)C=C(C=C1)OC